7-(4-(dipropylamino)butyl)-7-hydroxy-13-((3-propylhexanoyl)oxy)tridecyl-3-ethylheptanoic acid C(CC)N(CCCCC(CCCCCCC(C(=O)O)C(CCCC)CC)(CCCCCCOC(CC(CCC)CCC)=O)O)CCC